N,N-dimethylpiperidin-4-carboxamide CN(C(=O)C1CCNCC1)C